O=C1NC(CCC1N1C(C2=CC=CC(=C2C1)CNC(C1=CC(=CC=C1)N1CCC(CC1)N1N=CC(=C1)C1=NC2=CC=CC=C2N=C1)=O)=O)=O N-((2-(2,6-dioxopiperidin-3-yl)-1-oxoisoindolin-4-yl)methyl)-3-(4-(4-(quinoxalin-2-yl)-1H-pyrazol-1-yl)piperidin-1-yl)benzamide